COCCN1C(N(CC1)C)C(=O)[O-] 1-(2-methoxyethyl)-3-methylimidazoline-2-carboxylate